C(#N)C1=NC2=CC(=CC(=C2N=C1N1CC(C1)F)[C@@H](C)NC1=C(C(=O)O)C=CC=C1)C (R)-2-((1-(2-cyano-3-(3-fluoroazetidin-1-yl)-7-methylquinoxalin-5-yl)ethyl)amino)benzoic acid